C1(CC1)C1=NC=NC(=C1C1=NN2C(N(C(CC2)=O)C(C)C2=CC=C(C=C2)C=2N(C=C(N2)C(F)(F)F)C)=N1)OC 2-(4-cyclopropyl-6-methoxypyrimidin-5-yl)-4-(1-(4-(1-methyl-4-(trifluoromethyl)-1H-imidazol-2-yl)phenyl)ethyl)-6,7-dihydro-[1,2,4]triazolo[1,5-a]pyrimidin-5(4H)-one